[Si](C1=CC=CC=C1)(C1=CC=CC=C1)(C(C)(C)C)O[C@H]1C[C@@H](N(C1)C(=O)OC(C)(C)C)CC=O tert-butyl (2R,4S)-4-((tert-butyldiphenylsilyl)oxy)-2-(2-oxoethyl)pyrrolidine-1-carboxylate